Cl.NC(C(=O)N1CCN(CC1)C(=O)NC1=NC(N(C=C1)C1=CC(=C(C=C1)CN1CCC(CC1)NC(=N)N)C)=O)(C)C 4-(2-Amino-2-methylpropanoyl)-N-(1-(4-((4-guanidinopiperidin-1-yl)methyl)-3-methylphenyl)-2-oxo-1,2-dihydropyrimidin-4-yl)piperazine-1-carboxamide hydrochloride salt